5-[4-[(3-ethyl-2-oxo-1H-1,6-naphthyridin-7-yl)methyl]piperazin-1-yl]-6-fluoro-N-methyl-pyridine-2-carboxamide C(C)C=1C(NC2=CC(=NC=C2C1)CN1CCN(CC1)C=1C=CC(=NC1F)C(=O)NC)=O